tert-butyl (E)-methyl(9-(4,4,5,5-tetramethyl-1,3,2-dioxaborolan-2-yl)non-8-en-1-yl)carbamate CN(C(OC(C)(C)C)=O)CCCCCCC\C=C\B1OC(C(O1)(C)C)(C)C